C[C@@H]1O[C@@H](CN(C1)C=1C=C(C(=O)N)C=C(N1)C1=NC2=CC(=NC=C2C=C1)CNC(C1=CC(=C(C=C1)C)S(=O)(=O)C)=O)C 2-((cis)-2,6-dimethylmorpholino)-6-(7-((4-methyl-3-(methylsulfonyl)benzamido)methyl)-1,6-naphthyridin-2-yl)isonicotinamide